C12(CC3CC(CC(C1)C3)C2)N (3S,5S,7S)-adamantan-1-amine